(cyclopropyl-methyl)benzamide C1(CC1)CC1=C(C(=O)N)C=CC=C1